2-hydroxy-2-(3-(4-((5-(((R)-2-hydroxy-2-(8-hydroxy-2-oxo-1,2-dihydrochinolin-5-yl)ethyl)amino)pentyl)oxy)benzamido)phenyl)-2-phenylacetat OC(C(=O)[O-])(C1=CC=CC=C1)C1=CC(=CC=C1)NC(C1=CC=C(C=C1)OCCCCCNC[C@@H](C1=C2C=CC(NC2=C(C=C1)O)=O)O)=O